The molecule is a member of the class of 1,3-oxazoles that is 1,3-oxazol-4(5H)-one which is substituted at the 2 and 5-pro-S positions by amino and [(1R)-1-(1H-indol-3-yl)ethyl] groups, respectively. It has a role as a bacterial metabolite. It is a member of indoles, a member of 1,3-oxazoles and a primary amino compound. It is a conjugate base of a N-demethylindolmycin(1+). C[C@@H]([C@H]1C(=O)N=C(O1)N)C2=CNC3=CC=CC=C32